(±)-4-((1-(3-(difluoromethyl)-2-fluorophenyl)ethyl)amino)-2,8-dimethyl-6-(prop-1-en-2-yl)pyrido[2,3-d]pyrimidin-7(8H)-one FC(C=1C(=C(C=CC1)[C@@H](C)NC=1C2=C(N=C(N1)C)N(C(C(=C2)C(=C)C)=O)C)F)F |r|